C(C)(C)(C)C=1C=C(CN2C(=O)N(C(=O)N(C2=O)CC2=CC(=C(C(=C2)C(C)(C)C)O)C(C)(C)C)CC2=CC(=C(C(=C2)C(C)(C)C)O)C(C)(C)C)C=C(C1O)C(C)(C)C 1,3,5-Tris(3,5-di-tertiary butyl-4-hydroxybenzyl)isocyanuric acid